3-(8-((4-(3-(carboxymethyl)phenyl)-1H-indol-5-yl)carbamoyl)-4H-thieno[3,2-c]chromen-7-yl)-6-(propylcarbamoyl)picolinic acid C(=O)(O)CC=1C=C(C=CC1)C1=C2C=CNC2=CC=C1NC(=O)C1=CC=2C3=C(COC2C=C1C=1C(=NC(=CC1)C(NCCC)=O)C(=O)O)C=CS3